FC(C1=C(C=CC(=C1)N)C1=C(C=C(C=C1)N)C(F)(F)F)(F)F 2,2'-ditrifluoromethyl-4,4'-diaminobiphenyl